C1(CC1)C1=NC=NC(=C1C1=NN2C(C(CCC2)NC2=CC=C(C=C2)C=2N(C=C(N2)C(F)(F)F)CC)=C1)OC 2-(4-cyclopropyl-6-methoxypyrimidin-5-yl)-N-(4-(1-ethyl-4-(trifluoromethyl)-1H-imidazol-2-yl)phenyl)-4,5,6,7-tetrahydropyrazolo[1,5-a]pyridin-4-amine